(3R,6S,9aS)-3,6-diisobutyl-8-(1'-isopropyl-[1,4'-bipiperidin]-4-yl)-1-((E)-3-(pyridin-2-yl)acryloyl)tetrahydropyrazino[2,1-c][1,2,4]oxadiazine-4,7(3H,6H)-dione C(C(C)C)[C@@H]1C(N2[C@@H](N(O1)C(\C=C\C1=NC=CC=C1)=O)CN(C([C@@H]2CC(C)C)=O)C2CCN(CC2)C2CCN(CC2)C(C)C)=O